3-(5-bromo-2-hydroxy-3-(3-methylbenzoyl-oxy)benzylideneamino)-benzoic acid BrC=1C=C(C(=C(C=NC=2C=C(C(=O)O)C=CC2)C1)O)OC(C1=CC(=CC=C1)C)=O